propyl hexafluorobutyl ether FC(C(F)(F)OCCC)CC(F)(F)F